ethyl 2-(4-chloro-3-fluorophenoxy)-2-methylpropanoate ClC1=C(C=C(OC(C(=O)OCC)(C)C)C=C1)F